C(C)(=O)OC1=CC2=CC(=C(C=C2C=C1C#C[Si](C)(C)C)C#C[Si](C)(C)C)OC(C)=O 3,6-bis[(trimethylsilyl)ethynyl]naphthalene-2,7-diyl diacetate